ClC1=NC=C(C(=C1)C1=C(C=NC(=C1)C)C(=O)NC=1SC2=C(N1)CN(C2)C(C2=NC(=CC=C2)C(F)(F)F)=O)OC 2'-Chloro-5'-methoxy-6-methyl-N-(5-(6-(trifluoromethyl)picolinoyl)-5,6-dihydro-4H-pyrrolo[3,4-d]thiazol-2-yl)-[4,4'-bipyridine]-3-carboxamide